C(CCC)[C@H]1NS(C2=C(N(C1)C1=CC=C(C=C1)F)C=C(C(=C2)O/C=C/C(=O)O)SC)(=O)=O (R)-(E)-3-((3-butyl-5-(4-fluorophenyl)-7-(methylthio)-1,1-dioxido-2,3,4,5-tetrahydro-1,2,5-benzothiadiazepin-8-yl)oxy)acrylic acid